4-(4-phenylphenyl)-1,1,1-trifluorobut-2-en-2-yl acetate C(C)(=O)OC(C(F)(F)F)=CCC1=CC=C(C=C1)C1=CC=CC=C1